(4,4-difluoropiperidin-1-yl)(1H-pyrrolo[2,3-b]pyridin-5-yl) methylthio ketone CSC(=O)C=1C=C2C(=NC1)N(C=C2)N2CCC(CC2)(F)F